C(C)OC(=O)C1=C(C(=NN1C)C(C)=O)Br 3-acetyl-4-bromo-1-methyl-1H-pyrazole-5-carboxylic acid ethyl ester